6-fluoro-N~2~-(6-methoxy-2-methylpyridin-3-yl)-7-(8-methyl-2,3-dihydro-1H-pyrido[2,3-b][1,4]oxazin-7-yl)quinazoline-2,5-diamine FC1=C(C=2C=NC(=NC2C=C1C1=C(C2=C(OCCN2)N=C1)C)NC=1C(=NC(=CC1)OC)C)N